C(C)(C)(C)OC(CN(CCC(C(=O)OCCl)(C)C)C(=O)OCOP(=O)(OC(C)(C)C)OC(C)(C)C)=O chloromethyl 4-((2-(tert-butoxy)-2-oxoethyl)((((di-tert-butoxyphosphoryl)oxy)methoxy)carbonyl)amino)-2,2-dimethylbutanoate